ALLYL ISOVALERATE C(CC(C)C)(=O)OCC=C